CC=1CN(C2=CC=CC=C2C1)S(=O)(=O)C1=CC=C(C)C=C1 3-methyl-1-tosyl-1,2-dihydroquinoline